(4-methylpyrimidin-2-yl)methyl (6-(((6-cyclopropylimidazo[1,2-a]pyridin-2-yl)methyl)amino)pyrimidin-4-yl)carbamate C1(CC1)C=1C=CC=2N(C1)C=C(N2)CNC2=CC(=NC=N2)NC(OCC2=NC=CC(=N2)C)=O